FC(C1=NN=C(O1)C1=C(C(=CC=2N(C(NC21)=O)CC)F)S(=O)(=O)NC2(CC2)CF)F [5-(difluoromethyl)-1,3,4-oxadiazol-2-yl]-1-ethyl-6-fluoro-N-[1-(fluoromethyl)cyclopropyl]-2-oxo-benzoimidazole-5-sulfonamide